Mannitol hexanitrite N(=O)O[C@H](CON=O)[C@@H](ON=O)[C@H](ON=O)[C@H](ON=O)CON=O